ethyl 3-(cyclopropylmethyl)-1-((2-(trimethylsilyl)ethoxy)methyl)-1H-pyrazole-5-carboxylate C1(CC1)CC1=NN(C(=C1)C(=O)OCC)COCC[Si](C)(C)C